COC=1C=C(C=CC=CC(=O)O)C=C(C1OC)OC 3,4,5-trimethoxy-styrene-acrylic acid